CC=1N=C(SC1)C1=CC=C(C=O)C=C1 4-(4-methyl-1,3-thiazol-2-yl)benzaldehyde